C(C)(C)(C)OC(=O)N1CC2=CC(=CC=C2CC1C(N[C@@H]1CCCC2=CC=CC=C12)=O)O tert-butyl-7-hydroxy-3-(((R)-1,2,3,4-tetrahydronaphthalen-1-yl) carbamoyl)-3,4-dihydroisoquinoline-2(1H)-carboxylate